FC1(CCN(CC1)CC=1C=C(C=2N(C1)C=CN2)C=2C=C1CN(C(C1=CC2)=O)C2C(NC(CC2)=O)=O)F 3-(5-(6-((4,4-difluoropiperidin-1-yl)methyl)imidazo[1,2-a]pyridin-8-yl)-1-oxoisoindolin-2-yl)piperidine-2,6-dione